tris(N-methylphenylamino)allylsilane CN(C1=CC=CC=C1)C(C=C(N(C)C1=CC=CC=C1)N(C)C1=CC=CC=C1)[SiH3]